FC1(CC(C1)O)F 3,3-difluorocyclobutan-1-ol